ClC=1C=C2C(CCC3(CCC(C(C1)=C32)(C)C)C)(C)C 8-chloro-1,1,3a,6,6-pentamethyl-2,3,3a,4,5,6-hexahydro-1H-phenalene